Sodium Diethylenetriamine Pentamethylene Phosphonate P1(OCCCCCO1)=O.NCCNCCN.[Na]